FC(C=1C=C(C=CC1)NC(N(CC1=NNC(=C1)C(F)(F)F)C=1C=NC(=NC1)OC)=O)F 3-(3-(difluoromethyl)phenyl)-1-(2-methoxypyrimidin-5-yl)-1-((5-(trifluoromethyl)-1H-pyrazol-3-yl)methyl)urea